C(CCC)N1C(=O)N(C=2N=CN(C2C1=O)C)C 1-butyl-3,7-dimethylxanthine